sodium sulfate, potassium salt [K+].S(=O)(=O)([O-])[O-].[Na+]